2-(4-((3-(4-methylthiophenyl)-2-oxoimidazolin-1-yl)methyl)-2,6-dimethylphenoxy)-2-methylpropanoic acid CC=1C=C(SC1)N1C(N(CC1)CC1=CC(=C(OC(C(=O)O)(C)C)C(=C1)C)C)=O